2-[isopropyl-(methyl)amino]pyridine-4-carboxylic acid C(C)(C)N(C1=NC=CC(=C1)C(=O)O)C